(R)-N-((5-(cyclohex-1-en-1-yl)pyrazin-2-yl)methyl)-N-(1-oxo-2-((2-(trimethylsilyl)ethoxy)methyl)-1,2-dihydrophthalazin-6-yl)-1-((perfluorophenyl)sulfonyl)azetidine-2-carboxamide C1(=CCCCC1)C=1N=CC(=NC1)CN(C(=O)[C@@H]1N(CC1)S(=O)(=O)C1=C(C(=C(C(=C1F)F)F)F)F)C=1C=C2C=NN(C(C2=CC1)=O)COCC[Si](C)(C)C